N-tert-butyl-3-[[2-(1H-indazol-3-yl)acetyl]amino]benzamide C(C)(C)(C)NC(C1=CC(=CC=C1)NC(CC1=NNC2=CC=CC=C12)=O)=O